C(C1=CC=CC=C1)NC(N(C1CCC(CC1)NC1=NC=C(C=C1)C#N)C=1C=CC(=C(C1)NC(C=C)=O)N1C[C@@H](NCC1)C)=O N-(5-(3-benzyl-1-((1r,4S)-4-((5-cyanopyridin-2-yl)amino)cyclohexyl)ureido)-2-((S)-3-methylpiperazin-1-yl)phenyl)acrylamide